C[C@]12CC[C@](C[C@H]1C3=CC(=O)[C@@H]4[C@]5(CCC(=O)C([C@@H]5CC[C@]4([C@@]3(CC2)C)C)(C)C)C)(C)C(=O)[O-] The molecule is the conjugate base of 3-oxoglycyrrhetinic acid acid; major species at pH 7.3. It is a conjugate base of a 3-oxoglycyrrhetinic acid.